3-n-dodecyl-mercaptobutane C(CCCCCCCCCCC)C(CCS)C